[Si](C)(C)(C(C)(C)C)OCC1=NC=C(C=O)C=C1 6-(((tert-butyldimethylsilyl)oxy)methyl)nicotinaldehyde